C(C)(C)(C)C1=CC(=C(C=C1)B(O)O)OC (4-TERT-BUTYL-2-METHOXYPHENYL)BORONIC ACID